COC1=CC=C2C=3C=C(C=C(C3NC2=C1)CCC)CCC 7-methoxy-1,3-dipropyl-9H-carbazole